(6,7-dichloro-5-(2-(methylsulfonyl)ethyl)-1,3,4,5-tetrahydro-2H-pyrido[4,3-b]indol-2-yl)(5-methoxypyrimidin-2-yl)methanone ClC1=C(C=CC=2C3=C(N(C12)CCS(=O)(=O)C)CCN(C3)C(=O)C3=NC=C(C=N3)OC)Cl